FC(C(=O)O)(F)F.NCCOC1CCN(CC1)C1=C(C(=C(C(=N1)SC(C(=O)N)C1=CC=CC=C1)C#N)CC)C#N 2-((6-(4-(2-Aminoethoxy)piperidin-1-yl)-3,5-dicyano-4-ethylpyridin-2-yl)thio)-2-phenylacetamide, trifluoroacetic acid salt